CN[C@@H](C(C)C)C(=O)O N-methylvaline